COC([C@H](C[C@H]1C(NC[C@@H]1C=C)=O)NC(=O)OC(C)(C)C)=O.NC1=CC=C(C=N1)C1=NC(=NC(=N1)N1CCOCC1)N1CCNCC1 4-(4-(6-aminopyridin-3-yl)-6-morpholinyl-1,3,5-triazin-2-yl)piperazine Methyl-(S)-2-((tert-butoxycarbonyl)amino)-3-((3R,4R)-2-oxo-4-vinylpyrrolidin-3-yl)propanoate